3-(3-fluoropyridin-4-yl)bicyclo[4.2.0]octa-1(6),2,4-trien-2-ol FC=1C=NC=CC1C1=C(C=2CCC2C=C1)O